ClC=1C=C(C=C(C1)Cl)C(CC(=O)O)N(C(=O)C=1C=NN(C1)CCC1=NC=2NCCCC2C=C1)CC 3-(3,5-dichlorophenyl)-3-(N-ethyl-1-(2-(5,6,7,8-tetrahydro-1,8-naphthyridin-2-yl)ethyl)-1H-pyrazole-4-carboxamido)propionic acid